C(C)(C)(C)OC(NC(C)(CCC1CCC(CC1)O[Si](C)(C)C(C)(C)C)C)=O (4-((1s,4r)-4-((tert-butyldimethylsilyl)oxy)cyclohexyl)-2-methylbutan-2-yl)carbamic acid tert-butyl ester